[Na].CN1C(C2=CC(=CC=C2C1)NC1=CC=C(C=C1)N1CCC(CC1)C)=O 2-Methyl-6-((4-(4-methylpiperidin-1-yl)phenyl)amino)isoindolin-1-one sodium